BrC/C=C/C(=O)N1CC2=C([C@@H](C1)C1=C(C(=CC=C1)F)C=1C(=NN(C1)CC)C(F)(F)F)C=C(S2)C#N (S,E)-6-(4-bromobut-2-enoyl)-4-(2-(1-ethyl-3-(trifluoromethyl)-1H-pyrazol-4-yl)-3-fluorophenyl)-4,5,6,7-tetrahydrothieno[2,3-c]pyridine-2-carbonitrile